3-(7-amino-3-oxo-1H-isoindole-2-yl)piperidine-2,6-dione NC=1C=CC=C2C(N(CC12)C1C(NC(CC1)=O)=O)=O